5-chloro-4-(4,4,5,5-tetramethyl-1,3,2-dioxaborolan-2-yl)-1-((trifluoromethyl)sulfonyl)-1H-benzo[f]indazole ClC1=CC=CC2=C1C(=C1C=NN(C1=C2)S(=O)(=O)C(F)(F)F)B2OC(C(O2)(C)C)(C)C